(E)-3-(6-Amino-7-oxo-5,6,7,8-tetrahydro-1,8-naphthyridin-3-yl)-N-methyl-N-((3-methylbenzofuran-2-yl)methyl)acrylamide hydrochloride Cl.NC1CC=2C=C(C=NC2NC1=O)/C=C/C(=O)N(CC=1OC2=C(C1C)C=CC=C2)C